5-methylisoxazole-3-carboxylic acid CC1=CC(=NO1)C(=O)O